COC1=CC(=NC=C1)N1N=CC(=C1)CC(=O)O [1-(4-Methoxypyridin-2-yl)pyrazol-4-yl]acetic acid